(S)-2,3-bis(((3R,7R,11R)-3,7,11,15-tetramethylhexadecyl)oxy)propan-1-ol C[C@@H](CCO[C@@H](CO)COCC[C@@H](CCC[C@@H](CCC[C@@H](CCCC(C)C)C)C)C)CCC[C@@H](CCC[C@@H](CCCC(C)C)C)C